1-(4-isopropoxyphenyl)-N-((S)-quinuclidin-3-yl)-3,4-dihydroisoquinoline-2(1H)-carboxamide C(C)(C)OC1=CC=C(C=C1)C1N(CCC2=CC=CC=C12)C(=O)N[C@@H]1CN2CCC1CC2